BrC1=C(C=C2C(=NC(=NC2=C1Cl)Cl)N([C@H]1CN(CC1)C(=O)OC(C)(C)C)C)C(F)(F)F tert-butyl (3R)-3-[[7-bromo-2,8-dichloro-6-(trifluoromethyl)quinazolin-4-yl]-methyl-amino]pyrrolidine-1-carboxylate